3-(2-chloro-3,6-difluorophenyl)-4-hydroxy-1-methyl-1,5-naphthyridine-2(1H)-one ClC1=C(C(=CC=C1F)F)C=1C(N(C2=CC=CN=C2C1O)C)=O